N-(3-methylbutan-2-yl)benzene-1,4-diamine CC(C(C)NC1=CC=C(C=C1)N)C